tert-butyl 4-[2-[4-[2-[6-methyl-7-oxo-1-(p-tolylsulfonyl)pyrrolo[2,3-c]pyridin-4-yl]-4-(methylsulfonylmethyl)phenoxy] phenyl]ethyl]piperidine-1-carboxylate CN1C(C2=C(C(=C1)C1=C(OC3=CC=C(C=C3)CCC3CCN(CC3)C(=O)OC(C)(C)C)C=CC(=C1)CS(=O)(=O)C)C=CN2S(=O)(=O)C2=CC=C(C=C2)C)=O